C(C1=CC=CC=C1)NC1CCC2=C(C=CC=C12)C(F)(F)F N-benzyl-4-(trifluoromethyl)-2,3-dihydro-1H-indene-1-amine